6-((1S,2S)-2-(1H-Pyrazol-1-yl)cyclobutyl)-4-oxo-1-((R)-1-(tetrahydro-2H-pyran-4-yl)ethyl)-4,5-dihydro-1H-pyrazolo[3,4-d]pyrimidin-3-carbonitril N1(N=CC=C1)[C@@H]1[C@H](CC1)C=1NC(C2=C(N1)N(N=C2C#N)[C@H](C)C2CCOCC2)=O